2-(5-Methyl-1,2,4-oxadiazol-3-yl)propanoic acid CC1=NC(=NO1)C(C(=O)O)C